COC1=CC=C(C(=O)OOC(C2=CC=C(C=C2)OC)=O)C=C1 di(4-methoxybenzoyl) peroxide